(5'S,7a'R)-5'-(3,5-difluorophenyl)-1-(3-methoxybenzene-1-carbonyl)tetrahydro-3'H-spiro[piperidine-4,2'-pyrrolo[2,1-b][1,3]oxazol]-3'-one FC=1C=C(C=C(C1)F)[C@@H]1CC[C@H]2OC3(C(N21)=O)CCN(CC3)C(=O)C3=CC(=CC=C3)OC